CN(C1=NC(NC2=CC=CC=C12)=O)C 4-(dimethylamino)quinazolin-2(1H)-one